N-(3-(3'-chloro-6-methoxy-5-(((((S)-oxetan-2-yl)methyl)amino)methyl)-[2,4'-bipyridin]-2'-yl)-2-methylphenyl)-5-(((((R)-oxetan-2-yl)methyl)amino)methyl)picolinamide ClC=1C(=NC=CC1C1=NC(=C(C=C1)CNC[C@H]1OCC1)OC)C=1C(=C(C=CC1)NC(C1=NC=C(C=C1)CNC[C@@H]1OCC1)=O)C